C(CCCCCCCCC)ON1C(CC(CC1(C)C)OC(CCCCCCCCC(=O)OC1CC(N(C(C1)(C)C)OCCCCCCCCCC)(C)C)=O)(C)C.C(CCCCCCCCCCCCCCC)[NH+](CCCCCCCCCCCCCCCC)CCCCCCCCCCCCCCCC tri(hexadecyl)ammonium bis(1-decyloxy-2,2,6,6-tetramethyl-4-piperidyl)sebacate